4-(1-methylpyrazol-4-yl)-1,2,3,4-tetrahydroisoquinoline CN1N=CC(=C1)C1CNCC2=CC=CC=C12